diethyl (2-(1-(4-(3-(o-tolyl)ureido)phenyl)-1H-1,2,3-triazol-4-yl)ethyl) phosphate P(=O)(OCC)(OCC)OCCC=1N=NN(C1)C1=CC=C(C=C1)NC(=O)NC1=C(C=CC=C1)C